(R)-8-(5-((2-amino-3-chloropyridin-4-yl)thio)-6-iodopyrazin-2-yl)-8-azaspiro[4.5]decan-1-amine NC1=NC=CC(=C1Cl)SC=1N=CC(=NC1I)N1CCC2(CCC[C@H]2N)CC1